C(C)C=1C=C2C=CC=NC2=C(C1)C(=O)NCCNC(=O)C1=NC=CN=C1 6-ethyl-N-(2-(pyrazine-2-carboxamido)ethyl)quinoline-8-carboxamide